C(C=C)P(OCC)(OCC)=O Diethyl (prop-2-en-1-yl)phosphonate